CC1=C(C=CC(=C1)C)C=1C=C2C=NN(C(C2=CC1)=O)C1=C(C=CC=C1)F 6-(2,4-dimethylphenyl)-2-(2-fluorophenyl)phthalazin-1(2H)-one